BrC1=C(C(=CC=C1)I)CS(=O)(=O)NCC1=C(C=C(C=C1)OC)OC 1-(2-bromo-6-iodophenyl)-N-(2,4-dimethoxybenzyl)methanesulfonamide